C(CCC)C(C(=O)O)(C(=O)O)CC1=CC(=C(C(=C1)C(C)(C)C)O)C(C)(C)C butyl-(3,5-di-tert-butyl-4-hydroxybenzyl)malonic acid